C(CC1=CC=CC=C1)NCCCNC[C@@H]1[C@H]([C@H]([C@@H](C1)N1C=C2C=3C(=NC=NC13)NCCCC2)O)O (1S,2R,3R,5R)-3-(((3-(phenethylamino)propyl)amino)methyl)-5-(7,8,9,10-tetrahydro-2,3,5,6-tetraazacycloocta[cd]inden-2(6H)-yl)cyclopentane-1,2-diol